1-{1-(cyclohexylmethyl)-5-[(2,4-difluorobenzyl)oxy]-1H-pyrazol-3-yl}-N-methylmethanamine C1(CCCCC1)CN1N=C(C=C1OCC1=C(C=C(C=C1)F)F)CNC